4(s)-ethyl-2-(2-hydroxy-6-methoxyphenyl)imidazole C(C)C=1N=C(NC1)C1=C(C=CC=C1OC)O